COC1=NN(C(C2=CC=C(C=C12)C(F)(F)F)=O)CC(=O)OC methyl 2-(4-methoxy-1-oxo-6-(trifluoromethyl)phthalazin-2(1H)-yl)acetate